C(#N)C(CNC=1C(=CC=C2C=CC(=CC12)C1=NC(=NC=C1)C(=O)NC1CCN(CC1)C)COC)=C 4-{8-[(2-cyano-2-methylideneethyl)amino]-7-(methoxymethyl)naphthalen-2-yl}-N-(1-methylpiperidin-4-yl)pyrimidine-2-carboxamide